tert-butyl 9-oxa-6-azadispiro[2.0.44.13]nonane-6-carboxylate C1CC12C1(CN(CC1)C(=O)OC(C)(C)C)O2